CC=1CC(OCC1)CCCCCCCC 4-methyl-2-octyl-3,6-dihydro-2H-pyran